3,3-difluoro-N-{4-fluoro-3-[5-(3-methylbutyl)-2H-pyrazolo[3,4-b]pyridin-2-yl]phenyl}azetidine-1-carboxamide FC1(CN(C1)C(=O)NC1=CC(=C(C=C1)F)N1N=C2N=CC(=CC2=C1)CCC(C)C)F